benzyl [(4-{2-[(tert-butoxycarbonyl)amino]ethyl}-1-{[2-(trimethylsilyl)ethoxy]methyl}-1H-benzimidazol-2-yl)methyl]carbamate C(C)(C)(C)OC(=O)NCCC1=CC=CC=2N(C(=NC21)CNC(OCC2=CC=CC=C2)=O)COCC[Si](C)(C)C